2,6-diisocyanatomethylbicyclo[2.2.1]-heptane N(=C=O)CC1C2C(CC(C1)C2)CN=C=O